(2S)-2-aminoadipic acid 1,6-dimethyl ester hydrochloride Cl.COC([C@H](CCCC(=O)OC)N)=O